azanediylbis(heptane-7,1-diyl) bis(4,4-bis(nonyloxy)butanoate) C(CCCCCCCC)OC(CCC(=O)OCCCCCCCNCCCCCCCOC(CCC(OCCCCCCCCC)OCCCCCCCCC)=O)OCCCCCCCCC